(S)-1-((3-chlorophenyl)sulfonyl)piperidine-3-carboxylic acid ClC=1C=C(C=CC1)S(=O)(=O)N1C[C@H](CCC1)C(=O)O